4-hydroxy-N-(4-{imidazo[1,2-a]pyridin-7-yl}-7-methoxy-1H-1,3-benzodiazol-2-yl)-4-methylpiperidine-1-carboxamide OC1(CCN(CC1)C(=O)NC1=NC2=C(N1)C(=CC=C2C2=CC=1N(C=C2)C=CN1)OC)C